2-(4-fluorophenyl)-3-(pyridin-4-yl)-4,5,6,7-tetrahydropyrazolo[1,5-a]pyrazine tert-Butyl-2-(4-fluorophenyl)-3-(pyridin-4-yl)-6,7-dihydropyrazolo[1,5-a]pyrazine-5(4H)-carboxylate C(C)(C)(C)OC(=O)N1CC=2N(CC1)N=C(C2C2=CC=NC=C2)C2=CC=C(C=C2)F.FC2=CC=C(C=C2)C2=NN1C(CNCC1)=C2C2=CC=NC=C2